P(=O)(OCC(F)(F)F)(OCCC(C(F)F)(F)F)[O-] (2,2,2-trifluoroethyl) (2,2,3,3-tetrafluoropropyl)methyl phosphate